S(=O)(=O)(O)C(C(=O)[O-])CC(=O)[O-].[Na+].C(CCCCCCC\C=C/C[C@H](O)CCCCCC)(=O)O.[Na+] ricinoleic acid sodium sulfosuccinate